2-(3-((1r,3r)-3-methoxy-1-(4-methyl-4H-1,2,4-triazol-3-yl)cyclobutyl)phenyl)-6-(morpholinomethyl)-4-(trifluoromethyl)isoindolin-1-one COC1CC(C1)(C1=NN=CN1C)C=1C=C(C=CC1)N1C(C2=CC(=CC(=C2C1)C(F)(F)F)CN1CCOCC1)=O